2-methyl-5,8-dihydroxy-1,4-naphthoquinone CC=1C(C2=C(C=CC(=C2C(C1)=O)O)O)=O